BrC1=NC(=CC=C1C=O)C(F)(F)F 2-bromo-6-(trifluoromethyl)pyridine-3-carbaldehyde